FC1=C(C=2CC3=CC=CC=C3C2C=C1)C1=CC=CC=C1 fluorophenyl-fluorene